N(C(=N)N)CCCCOC(C1=CC(=C(C(=C1)OC)C(=O)O)OC)=O 3,5-dimethoxy-4-carboxyl-benzoic acid (4-guanidino)-1-butyl ester